5-acetyl-2-fluoro-3-methylbenzonitrile C(C)(=O)C=1C=C(C(=C(C#N)C1)F)C